BrC1=CC=C(C=C1)N1CC2CCC(C1)O2 3-(4-bromophenyl)-8-oxa-3-azabicyclo[3.2.1]octane